C(#C)C=1SC=C(N1)NC(=O)N[C@@H](CO)C1=CC=C(C=C1)C1CN(CCC1)C 1-(2-ethynylthiazol-4-yl)-3-((1R)-2-hydroxy-1-(4-(1-methylpiperidin-3-yl)-phenyl)ethyl)-urea